Ethyl 3-hydroxy-3-(pyridin-2-yl)butanoate OC(CC(=O)OCC)(C)C1=NC=CC=C1